5-(5-fluoro-2-methylpyridin-4-yl)-1H-pyrazole-3-carbonyl-4-azaspiro[2.5]octane-7-carboxamide FC=1C(=CC(=NC1)C)C1=CC(=NN1)C(=O)C1CC12NCCC(C2)C(=O)N